BrC1=CC=C(O[C@H](C(=O)O)C2CCC2)C=C1 (S)-(p-bromophenoxy)cyclobutylacetic acid